C(C)(C)N1C(=NC=C1)C 1-isopropyl-2-methylimidazole